Cl.Cl.N1=C(NCC2=CC=CC=C12)SCC=1N2C(SC1)=NC(C2)CC=2SC=CC2 3-(((3,4-dihydroquinazolin-2-yl)thio)methyl)-6-(thiophen-2-ylmethyl)-5,6-dihydroimidazo[2,1-b]Thiazole dihydrochloride